tert-butyl 2-((2-bromo-6-chloropyridin-4-yl)(hydroxy)methyl)-6-(hydroxymethyl)-piperidine-1-carboxylate BrC1=NC(=CC(=C1)C(C1N(C(CCC1)CO)C(=O)OC(C)(C)C)O)Cl